1,4-Bis(4-pyridyl)durene N1=CC=C(C=C1)C1(C)C(C)=CC(C)(C(C)=C1)C1=CC=NC=C1